C(CCCCCCC\C=C/C[C@H](O)CCCCCC)O ricinoleyl alcohol